C[C@H]1C[C@H](OCC1)\C=C(/CC)\C (2S,4R)-4-Methyl-2-((Z)-2-methyl-but-1-en-1-yl)tetrahydro-2H-pyran